Ethyl Sorbate (Ethyl Sorbate) C(C)/C(/C(=O)O)=C\C=C\C.C(\C=C\C=C\C)(=O)OCC